γ-acryloxypropyltributoxysilane lanthanum(III) fluoride [F-].[La+3].C(C=C)(=O)OCCC[Si](OCCCC)(OCCCC)OCCCC.[F-].[F-]